pentaerythritol-3-[3-(3-tert-butyl-4-hydroxy-phenyl) propionate] C(C)(C)(C)C=1C=C(C=CC1O)CCC(=O)O.C([C@H](O)[C@H](O)CO)O.C([C@H](O)[C@H](O)CO)O.C([C@H](O)[C@H](O)CO)O.C([C@H](O)[C@H](O)CO)O.C([C@H](O)[C@H](O)CO)O